FC1=C(C=CC=C1)C1=C(N=C2C(N=C(N(C2=N1)C1=C(C=CC=C1)C(C)C)N)=O)C 7-(2-fluorophenyl)-1-(2-isopropylphenyl)-6-methylpterin